diphenyl monotridecyl phosphite P(OC1=CC=CC=C1)(OC1=CC=CC=C1)OCCCCCCCCCCCCC